C[Si](OCCOC(C(=C)C)=O)(OCCOC(C(=C)C)=O)OCCOC(C(=C)C)=O methyltri(methacryloxyethoxy)silane